C(C(=O)O)(=O)O.FC=1C=CC(=NC1)CN1CCN(C2=CC=CC=C12)C(=O)NCC1CCNCC1 4-((5-Fluoropyridin-2-yl)methyl)-N-(piperidin-4-ylmethyl)-3,4-dihydroquinoxaline-1(2H)-carboxamide oxalic acid salt